C(C)(=O)N1CC1 N-acetyl-aziridine